propoxyzirconium C(CC)O[Zr]